(beta-aminoethyl)-gamma-aminopropylmethyldimethoxysilane NCCCO[Si](OC)(C)CCCN